lithium bis(trifluoromethanesulfonyl)imide [N-](S(=O)(=O)C(F)(F)F)S(=O)(=O)C(F)(F)F.[Li+]